phenyl-phosphonic acid di(3-chlorophenylthio) ester ClC=1C=C(C=CC1)SOP(OSC1=CC(=CC=C1)Cl)(=O)C1=CC=CC=C1